[3-(1H-benzimidazol-2-yl)-4-chlorophenyl]-4-(3,4-dimethoxyanilino)sulfonyl-2-chlorobenzamide N1C(=NC2=C1C=CC=C2)C=2C=C(C=CC2Cl)C=2C(=C(C(=O)N)C=CC2S(=O)(=O)NC2=CC(=C(C=C2)OC)OC)Cl